NC1=NC=CC(=C1Cl)SC1=CN=C(N=N1)N1CCC2(CC1)[C@@H](C1=CC=CC=C1C2)N[S@](=O)C(C)(C)C (R)-N-((S)-1'-(6-((2-Amino-3-chloropyridin-4-yl)thio)-1,2,4-triazin-3-yl)-1,3-dihydrospiro[indene-2,4'-piperidin]-1-yl)-2-methylpropane-2-sulfinamide